potassium hydrogen monopersulfate S(=O)(=O)(O)OOS(=O)(=O)[O-].[K+]